O1CCN(CC1)CC1=CC(=NC(=C1)N)NC1CCC(CC1)C(F)(F)F 4-(morpholinomethyl)-N2-((1R,4R)-4-(trifluoromethyl)cyclohexyl)pyridine-2,6-diamine